tert-butyl (Z)-3-(1-(dimethylamino)ethylidene)-4-oxo-pyrrolidine-1-carboxylate CN(\C(\C)=C/1\CN(CC1=O)C(=O)OC(C)(C)C)C